1-(3-Cyclopentyl-1,2-oxazol-5-yl)ethan-1-one C1(CCCC1)C1=NOC(=C1)C(C)=O